COC(=O)C1=C(NC(=C(C1C=1C2=C(SC1)C(=CC=C2)C(F)(F)F)C(C)=O)C)C2CC2 5-acetyl-2-cyclopropyl-6-methyl-4-(7-(trifluoromethyl)benzo[b]thiophen-3-yl)-1,4-dihydropyridine-3-carboxylic acid methyl ester